[Si](C)(C)(C(C)(C)C)O[C@@H]1C[C@]2(C(O[C@@H]([C@@H]1O)C2)=O)O (1R,3R,4S,5R)-3-((tert-butyldimethylsilyl)oxy)-1,4-dihydroxy-6-oxabicyclo[3.2.1]octan-7-one